methyl-bis-(2-hexyl)phosphine CP(C(C)CCCC)C(C)CCCC